(1s,3s)-3-aminocyclobutan-1-ol hydrochloride salt Cl.NC1CC(C1)O